ClC=1C=C(C=CC1C1=NC=CC=C1OC)N[C@H]1C=2N(CCC1)N=C(C2)C=2C(=NC=NC2OC)C2CC2 (R)-N-(3-chloro-4-(3-methoxypyridin-2-yl)phenyl)-2-(4-cyclopropyl-6-methoxypyrimidin-5-yl)-4,5,6,7-tetrahydropyrazolo[1,5-a]pyridin-4-amine